C(C)(C)C1=PC=C(C=C1)C(C)C 2,5-diisopropylphosphabenzene